ICC(CCCN1C(C2=CC=CC=C2C1=O)=O)=O 2-(5-iodo-4-oxopentyl)isoindoline-1,3-dione